(S)-N-methyl-1-((3-methyl-6-(4,4,4-trifluorobutoxy)-3,4-dihydronaphthalen-2-yl)methyl)azetidine-3-carboxamide CNC(=O)C1CN(C1)CC1=CC2=CC=C(C=C2C[C@@H]1C)OCCCC(F)(F)F